Acetaldehyde ethyl phenethyl acetal C(CC1=CC=CC=C1)OC(C)OCC